C(C)OC(=O)C1=CC=NN1C1=C(C=C(C=C1)Cl)Br 1-(2-Bromo-4-chlorophenyl)-1H-pyrazole-5-carboxylic acid ethyl ester